N,N-bis(2-methoxyethyl)2-(methoxycarbonyl)ethylamine COCCN(CCOC)CCC(=O)OC